4-(4-acryloyl-2-methylpiperazin-1-yl)-6-cyclopropyl-7-(pyridin-3-yl)-1-(2-isopropyl-4-methylpyridin-3-yl)pyrido[2,3-d]pyrimidin-2(1H)-one C(C=C)(=O)N1CC(N(CC1)C=1C2=C(N(C(N1)=O)C=1C(=NC=CC1C)C(C)C)N=C(C(=C2)C2CC2)C=2C=NC=CC2)C